N(=C=O)C1=CC=C(C=C1)C1(CCCCC1)C1=CC=C(C=C1)N=C=O 1,1-bis(4-isocyanatophenyl)cyclohexane